FC1=C(C)C=CC=C1 ortho-fluorotoluene